5-((4-(Thieno[3,2-b]pyridin-7-yloxy)piperidin-1-yl)methyl)isoxazol-3-ol S1C=CC2=NC=CC(=C21)OC2CCN(CC2)CC2=CC(=NO2)O